[N+](#[C-])C1CCN(CC1)C(=O)C1CN(C(O1)C(F)(F)F)C1=CC(=C(C#N)C=C1)C(F)(F)F 4-(5-(4-Isocyanopiperidin-1-carbonyl)-2-(trifluoromethyl)oxazolidin-3-yl)-2-(trifluoromethyl)benzonitril